4-amino-7-chloro-N-((5-(3-hydroxy-3-methylbut-1-yn-1-yl)pyridin-2-yl)methyl)-N,1-dimethyl-1H-pyrazolo[4,3-c]quinoline-8-carboxamide NC1=NC=2C=C(C(=CC2C2=C1C=NN2C)C(=O)N(C)CC2=NC=C(C=C2)C#CC(C)(C)O)Cl